O[C@H](CCNCCOC12CC3(CC(CC(C1)(C3)C)(C2)C)CN2N=CC(=C2C)C=2C(=NC=CC2)C(=O)O)CO 3-(1-{[3-(2-{[(3R)-3,4-dihydroxybutyl]amino}ethoxy)-5,7-dimethyladamantan-1-yl]methyl}-5-methyl-1H-pyrazol-4-yl)pyridine-2-carboxylic acid